Cl.N[C@H]1CCC=C(C1)C1=C2C(=C(NC2=C(C=C1F)C(=O)N)C)C (S)-4-(5-aminocyclohex-1-en-1-yl)-5-fluoro-2,3-dimethyl-1H-indole-7-carboxamide hydrochloride